methanesulfonic acid (R)-1-(2-(4-methoxybenzyl)-4,5-dihydro-2H-benzo[e]indazol-7-yl)-2-oxopyrrolidin-3-yl ester COC1=CC=C(CN2N=C3CCC4=C(C3=C2)C=CC(=C4)N4C([C@@H](CC4)OS(=O)(=O)C)=O)C=C1